2-trifluoromethyl-nitrobenzene FC(C1=C(C=CC=C1)[N+](=O)[O-])(F)F